6-Methylpyridinone CC1=CC=CC(N1)=O